BrC1=NC=C(C2=C1C=NN2C2OCCCC2)Br 4,7-dibromo-1-tetrahydropyran-2-yl-pyrazolo[4,3-c]pyridine